COC1=C(C=CC(=C1)[N+](=O)[O-])S(=O)(=O)NC1=CC(=CC=C1)C(F)(F)F 2-methoxy-4-nitro-N-(3-(trifluoromethyl)phenyl)benzene-sulfonamide